hafnium pentaoxide [O-2].[O-2].[O-2].[O-2].[O-2].[Hf+4]